BrC=1C=C(C(=O)N)C=C(C1)C(F)(F)F 3-Bromo-5-(trifluoromethyl)benzamide